COC1=NC=CC(=C1N1CCC(CC1)N1C(N(C2=C(C1)N(N=C2)COCC[Si](C)(C)C)CC2=C(C=CC=C2)C(F)(F)F)=O)C 6-(2'-methoxy-4'-methyl-3,4,5,6-tetrahydro-2H-[1,3']bipyridinyl-4-yl)-4-(2-trifluoromethyl-benzyl)-1-(2-trimethylsilyl-ethoxymethyl)-1,4,6,7-tetrahydro-pyrazolo[4,3-d]pyrimidin-5-one